2-(5-(2,5-dimethyl-1H-pyrrol-1-yl)-2-methylphenyl)-4-methyloxazole CC=1N(C(=CC1)C)C=1C=CC(=C(C1)C=1OC=C(N1)C)C